3,4-dicarboxyphenol C(=O)(O)C=1C=C(C=CC1C(=O)O)O